C(\C=C/CCCCC)OC(CCCCCCCCCC(CCCCCCCCC)CC=O)=O 11-(2-oxoethyl)eicosanoic acid (Z)-oct-2-en-1-yl ester